N-(3-(5-chloro-2-(difluoromethoxy)phenyl)-1H-pyrazol-4-yl)isoxazolo[4,3-b]pyridine-3-carboxamide ClC=1C=CC(=C(C1)C1=NNC=C1NC(=O)C=1ON=C2C1N=CC=C2)OC(F)F